N[C@H](C)C=1C(=C(C=CC1)C(C1CCN(CC1)C(=O)OC(C)(C)C)(F)F)F tertbutyl (R)-4-((3-(1-aminoethyl)-2-fluorophenyl)difluoromethyl)piperidine-1-carboxylate